(3-((2-(1H-1,2,4-triazol-1-yl)ethyl)(methyl)amino)-6-fluoro-2-phenyl-9H-carbazol-9-yl)methanol N1(N=CN=C1)CCN(C=1C(=CC=2N(C3=CC=C(C=C3C2C1)F)CO)C1=CC=CC=C1)C